C(C)C1C(C1C=1C=NN(C1)C)C(=O)O trans-2-ethyl-3-(1-methylpyrazol-4-yl)cyclopropanecarboxylic acid